CCCCCCCCCCCCCCCC(=O)OC[C@H](COP(=O)([O-])OCC[N+](C)(C)C)OC(=O)CCCC The molecule is a 1,2-diacyl-sn-glycero-3-phosphocholine in which the two acyl substituents at positions 1 and 2 are specified as palmitoyl and valeroyl respectively. It derives from a hexadecanoic acid and a valeric acid.